C1(CC1)[C@H](CC(=O)O)C1=CC(=CC=C1)OCC1=CC(=C(C=C1)C1=C(C=CC(=C1)OC)F)C(C)(C)C=1N=NN(C1)CCCCCC (S)-3-cyclopropyl-3-(3-{2'-fluoro-2-[1-(1-hexyl-1H-[1,2,3]triazol-4-yl)-1-methyl-ethyl]-5'-methoxy-biphenyl-4-ylmethoxy}-phenyl)-propionic acid